ClC1=NC=2N(C=C1)N=CC2C(=O)NC2=C(C(=CC=C2)C2=NN(C=N2)C)OC 5-chloro-N-(2-methoxy-3-(1-methyl-1H-1,2,4-triazol-3-yl)phenyl)pyrazolo[1,5-a]pyrimidine-3-carboxamide